CNC(=O)C1(CCCCC1)NC(=O)[C@H](CCCN1C(=NC=C1)[N+](=O)[O-])NC(OC(C)(C)C)=O tert-butyl N-[(1S)-1-{[1-(methylcarbamoyl)cyclohexyl]carbamoyl}-4-(2-nitro-1H-imidazol-1-yl)butyl]carbamate